C[C@H]1COCCOCCN2C(=CC(C3=NNC=4C=CC(O1)=CC34)=C2)C#N (13S)-13-methyl-8,11,14-trioxa-5,19,20-triazatetracyclo[13.5.2.12,5.018,21]tricosa-1(20),2(23),3,15(22),16,18(21)-hexaene-4-carbonitrile